1,4-dihydro-2,6-dimethyl-4-m-nitrophenyl-3,5-pyridinedicarboxylic acid CC=1NC(=C(C(C1C(=O)O)C1=CC(=CC=C1)[N+](=O)[O-])C(=O)O)C